(R,S)-ethyl-2-((((2-(2-amino-6-methoxy-9H-purin-9-yl)-ethoxy) methyl)-(benzyloxy)-phosphoryl)-amino)-propionate monofumarate C(\C=C\C(=O)O)(=O)O.C(C)OC([C@@H](C)N[P@@](=O)(OCC1=CC=CC=C1)COCCN1C2=NC(=NC(=C2N=C1)OC)N)=O